(2-(3-cyclopentyl-4-methyl-2-oxo-2H-chromen-7-yloxy)ethoxy)-3-(benzenesulfonyl)-1,2,5-oxadiazol-2-oxide C1(CCCC1)C=1C(OC2=CC(=CC=C2C1C)OCCOC=1C(=[N+](ON1)[O-])S(=O)(=O)C1=CC=CC=C1)=O